9,10-di(n-hexoxy)anthracene C(CCCCC)OC=1C2=CC=CC=C2C(=C2C=CC=CC12)OCCCCCC